(4-cyanophenyl)-(amino)-methane-sulfinic acid C(#N)C1=CC=C(C=C1)C(S(=O)O)N